Br[SiH]1C[Si](C1)(CCCC)CCCC 1-bromo-3,3-dibutyl-1,3-disilacyclobutane